FC=1C=C(C(=O)NC2=NC=CC(=C2)C(F)(F)F)C=CC1 3-fluoro-N-(4-(trifluoromethyl)pyridin-2-yl)benzamid